2,6-bis[4-(S)-isopropyl-2-oxazolyl]-4-trifluoromethylpyridine C(C)(C)C=1N=C(OC1)C1=NC(=CC(=C1)C(F)(F)F)C=1OC=C(N1)C(C)C